1-[2-[2-(8-chloro-4-oxo-chromen-2-yl)phenoxy]ethyl]piperidine-4-carboxylic acid ClC=1C=CC=C2C(C=C(OC12)C1=C(OCCN2CCC(CC2)C(=O)O)C=CC=C1)=O